FC1=C(C=CC(=C1)F)[C@]([C@@H](C)SSCC1=NC=C(C(=O)[O-])C=C1)(CN1N=CN=C1)O 6-((((2R,3R)-3-(2,4-difluorophenyl)-3-hydroxy-4-(1H-1,2,4-triazol-1-yl)butan-2-yl)disulfanyl)methyl)nicotinate